ClC1=C(C(=CC=C1C(=O)C=1C(=NN(C1O)C)C1CC1)C(F)(F)F)N1C(CCCC1)=O {2-chloro-3-[(3-cyclopropyl-5-hydroxy-1-methyl-1H-pyrazol-4-yl)carbonyl]-6-(trifluoromethyl)phenyl}piperidin-2-one